CC1=C(C(=CC(=C1)C)C)OC1=C(C=C(C=C1C)C)C 2,4,6-trimethylphenyl oxide